6-((1H-pyrazol-4-yl)-ethynyl)-N-methyl-N-(piperidin-4-yl)pyridazin-3-amine N1N=CC(=C1)C#CC1=CC=C(N=N1)N(C1CCNCC1)C